(R)-N-(3,3-difluoro-1-methylpiperidin-4-yl)-5-(1-(2,2-difluoropropyl)-1H-benzo[d][1,2,3]triazol-6-yl)-6-fluoro-4-methoxypyrrolo[2,1-f][1,2,4]triazin-2-amine FC1(CN(CC[C@H]1NC1=NN2C(C(=N1)OC)=C(C(=C2)F)C=2C=CC1=C(N(N=N1)CC(C)(F)F)C2)C)F